C(C1=CC=CC=C1)C(C(=O)OC1C[C@H]2CC[C@@H](C1)N2C)(CO)C2=CC=CC=C2 (1R,3r,5S)-8-Methyl-8-azabicyclo[3.2.1]octan-3-yl 2-benzyl-3-hydroxy-2-phenylpropanoate